CC1([C@@H](N2[C@H](S1)[C@@H](C2=O)[NH3+])C(=O)[O-])C The molecule is zwitterionic form of 6-aminopenicillanic acid arising from migration of a proton from the carboxy group to the 6-amino group; major species at pH 7.3. It is a conjugate acid of a 6-aminopenicillanate. It is a tautomer of a 6-aminopenicillanic acid.